FC1=CC=C(C=C1)N1N=CC2=CC(=C(C=C12)C)C12CN(CC2C1C1=CC=CC=C1)CC1=NC=CC=C1 1-(4-fluorophenyl)-6-methyl-5-(6-phenyl-3-(pyridin-2-ylmethyl)-3-azabicyclo[3.1.0]hexane-1-yl)-1H-indazole